1-(((1r,3r,5r,7r)-adamantan-2-yl)methyl)-3-((5-(4-chlorophenyl)-1-(2,4-dichlorophenyl)-4-methyl-1H-pyrazol-3-yl)methyl)urea C12C(C3CC(CC(C1)C3)C2)CNC(=O)NCC2=NN(C(=C2C)C2=CC=C(C=C2)Cl)C2=C(C=C(C=C2)Cl)Cl